NC=1C(=C(C=C(C1C(=O)NC=1C=NC(=C(C1)Cl)N1N=CC=N1)Cl)C1=CC=CC=C1)C(F)(F)F amino-5-chloro-N-(5-chloro-6-(2H-1,2,3-triazol-2-yl)pyridin-3-yl)-2-(trifluoromethyl)-[1,1'-biphenyl]-4-carboxamide